FC(COC1=NC=C(C(=C1)N1C(C(C2=CC(=CC=C12)C(=O)NC1(CCS(CC1)(=O)=O)C)(C)C)=O)F)F 1-(2-(2,2-difluoroethoxy)-5-fluoropyridin-4-yl)-3,3-dimethyl-N-(4-methyl-1,1-dioxidotetrahydro-2H-thiopyran-4-yl)-2-oxoindoline-5-carboxamide